1-(2-((4-(2-(cyclopentylamino)4-methylthiazol-5-yl)-5-fluoropyrimidin-2-yl)amino)-7,8-dihydro-1,6-naphthyridin-6(5H)-yl)-2-hydroxyethan-1-one C1(CCCC1)NC=1SC(=C(N1)C)C1=NC(=NC=C1F)NC1=NC=2CCN(CC2C=C1)C(CO)=O